2-propylphenoxyphenanthrene C(CC)C1=C(OC2=CC=CC=3C4=CC=CC=C4C=CC23)C=CC=C1